4-(3-Aminopropylamino)-2-(2,6-dioxo-3-piperidyl)isoindoline-Ol NCCCNC1=C2CN(C(C2=CC=C1)O)C1C(NC(CC1)=O)=O